di-normal octyl phthalate C(C=1C(C(=O)OCCCCCCCC)=CC=CC1)(=O)OCCCCCCCC